1-(5-chloro-8-hydroxy-3-methyl-1-oxo-3,4-dihydroisochromene-7-carbonyl)-4-hydroxypyrrolidine-2-carboxylic acid ClC1=C2CC(OC(C2=C(C(=C1)C(=O)N1C(CC(C1)O)C(=O)O)O)=O)C